ethyl 2-(1-(tert-butoxycarbonyl)-3-hydroxypiperidin-4-yl)benzo[d]thiazole-6-carboxylate C(C)(C)(C)OC(=O)N1CC(C(CC1)C=1SC2=C(N1)C=CC(=C2)C(=O)OCC)O